methyl chloride diethyl-phosphate C(C)OP(=O)(OCC)O.CCl